3-((5-(4-amino-4-methylpiperidin-1-yl)pyrazin-2-yl)thio)benzene NC1(CCN(CC1)C=1N=CC(=NC1)SC=1C=CC=CC1)C